5-[(1S)-1-methoxyethyl]-1-phenyl-1H-pyrazol-4-amine CO[C@@H](C)C1=C(C=NN1C1=CC=CC=C1)N